CN(C(C(F)(F)F)=O)[Si](C)(C)C(C)(C)C N-methyl-tert-butyldimethylsilyl-trifluoroacetamide